C(CCCCCCCCCCCCC)C(C(=O)N)CC1=CC(=C(C(=C1)C(C)(C)C)O)C(C)(C)C myristyl-3-(3,5-di-tert-butyl-4-hydroxyphenyl)propionic acid amide